COC1=C(C(=O)OC)C=C(C=C1)CN1OC2C(C1=O)COC2 methyl 2-methoxy-5-((3-oxotetrahydrofuro[3,4-d]isoxazol-2(3H)-yl)methyl)benzoate